gadolinium bromide [Br-].[Gd+3].[Br-].[Br-]